C(C)(=O)C=1C=C(C(N(C1C)C1=CC(=CC=C1)C(F)(F)F)=O)C(=O)NCC1=CC=C(C=C1)S(=O)(=O)C(C)C 5-acetyl-N-[4-(isopropylsulfonyl)benzyl]-6-methyl-2-oxo-1-[3-(trifluoromethyl)phenyl]-1,2-dihydropyridine-3-carboxamide